BrC=1C=C2C(N(C(C2=CC1CN1CCN(CC1)C1=CC=C(C=C1)[C@H]1[C@H](CCC2=CC(=CC=C12)O)C1=CC=CC=C1)=O)C1C(NC(CC1)=O)=O)=O 5-bromo-2-(2,6-dioxopiperidin-3-yl)-6-((4-(4-((1R,2S)-6-hydroxy-2-phenyl-1,2,3,4-tetrahydronaphthalen-1-yl)phenyl)piperazin-1-yl)methyl)isoindoline-1,3-dione